COC1=C2C(=CC(=C1N3C[C@@H]4CCCN[C@@H]4C3)F)C(=O)C(=CN2C5CC5)C(=O)O.Cl The molecule is a hydrochloride comprising equimolar amounts of moxifloxacin and hydrogen chloride. It has a role as an antibacterial drug. It contains a moxifloxacinium(1+).